(E)-2-(benzyloxy)acetaldoxime C(C1=CC=CC=C1)OC\C=N\O